N1=C(N=CC=C1)C1=C(OC(=C1)[N+](=O)[O-])C(=O)N (pyrimidin-2-yl)-5-nitrofuran-2-carboxamide